C(#N)C=1C=CC(=NC1)N1N=CC(=C1C(F)(F)F)C(=O)N 1-(5-cyanopyridin-2-yl)-5-(trifluoromethyl)-1H-pyrazole-4-carboxamide